NC1=NN2C(C=C(C=C2)C=2C=CC(=C(C2)NC(=O)N2OCCC[C@H]2C2=CC=CC=C2)C)=N1 (S)-N-(5-(2-amino-[1,2,4]triazolo[1,5-a]pyridin-7-yl)-2-methylphenyl)-3-phenyl-1,2-oxazinane-2-carboxamide